2-(2-cyclohexylethylamino)ethanol C1(CCCCC1)CCNCCO